C(C1=CC=CC=C1)N1CC(C(CC1)=[N+]1CCC(CC1)NC(=O)OC(C)(C)C)(F)F 1-(1-benzyl-3,3-difluoropiperidin-4-ylidene)-4-((tert-butoxycarbonyl)amino)piperidin-1-ium